(S)-N-(1-isopropylpyrrolidin-3-yl)-4-(pyridin-2-yl)-3,4-dihydroquinoxaline-1(2H)-carboxamide C(C)(C)N1C[C@H](CC1)NC(=O)N1CCN(C2=CC=CC=C12)C1=NC=CC=C1